1-(Tert-Butoxycarbonyl)pyrrole-3-carboxylic acid C(C)(C)(C)OC(=O)N1C=C(C=C1)C(=O)O